C(CCCCCCCCCCCCC)OC1=CC=C(O1)C(=O)OCC(=O)N1CC2=CC=CC=C2CC1 2-(3,4-dihydroisoquinolin-2(1H)-yl)-2-oxoethyl 5-(tetradecyloxy)furan-2-carboxylate